7-((4-(2-chloro-6-(methylcarbamoyl)pyridin-3-yl)piperazin-1-yl)methyl)-9-fluoro-3,5-dihydrofuro[3,4-c]quinolin-4(1H)-one ClC1=NC(=CC=C1N1CCN(CC1)CC=1C=C(C=2C3=C(C(NC2C1)=O)COC3)F)C(NC)=O